FC1CC2=CC=CC(=C2C1)C1=C(C=C2C(=N1)C(=NN2)C=2C=CC(=NC2)N2C[C@H]1N(CC2)CCC1)OC (7R,8aS)-2-(5-(5-(2-Fluoro-2,3-dihydro-1H-inden-4-yl)-6-methoxy-1H-pyrazolo[4,3-b]pyridin-3-yl)pyridin-2-yl)octahydropyrrolo[1,2-a]pyrazin